(2S,3R,4S)-3,4-dimethyl-5-oxopyrrolidin C[C@H]1CNC([C@H]1C)=O